CN(S(=O)(=O)C1=CC=CC=C1)C N,N-dimethylbenzene-sulfonamide